3-(3-(4-(quinoxalin-2-yl)-1H-pyrazol-1-yl)cyclobutyl)propan-1-amine N1=C(C=NC2=CC=CC=C12)C=1C=NN(C1)C1CC(C1)CCCN